2,1,3-benzothiadiazol-4-yl isocyanate N=1SN=C2C1C=CC=C2N=C=O